FC=1C=C(C=CC1F)[C@@H](CO)O (S)-(3,4-difluorophenyl)-ethylene glycol